(2S,3R,4R,5R)-4-(((2R,3R,4S,5S,6R)-3,4,5-trihydroxy-6-(hydroxymethyl)tetrahydro-2H-pyran-2-yl)oxy)hexane O[C@H]1[C@@H](O[C@@H]([C@H]([C@@H]1O)O)CO)O[C@@H](CCC)CC